(R)-N-(3-(3'-chloro-6-methoxy-5-((((5-oxopyrrolidin-2-yl)methyl)amino)methyl)-[2,4'-bipyridin]-2'-yl)-2-methylphenyl)-4-(((3-fluoropropyl)amino)methyl)-5-methoxypicolinamide ClC=1C(=NC=CC1C1=NC(=C(C=C1)CNC[C@@H]1NC(CC1)=O)OC)C=1C(=C(C=CC1)NC(C1=NC=C(C(=C1)CNCCCF)OC)=O)C